6,7-dihydrobenzothiazol-4(5H)-one S1C=NC2=C1CCCC2=O